ClC1=CC=C(C=C1)N1[C@@H]2CN([C@H](C1)C2)CCF (1S,4S)-2-(4-chlorophenyl)-5-(2-fluoroethyl)-2,5-diazabicyclo[2.2.1]heptane